N-(1-(methylsulfonyl)piperidin-4-yl)pyridin-2-amine CS(=O)(=O)N1CCC(CC1)NC1=NC=CC=C1